(E)-7-(3-(2-methylbenzylidene)-2,5-diketopyrrolidinyl)-N-hydroxyheptylamide CC1=C(\C=C/2\C(N(C(C2)=O)C(CCCCCC[NH-])O)=O)C=CC=C1